2-(3,4-dichlorophenyl)quinazolin-7-amine ClC=1C=C(C=CC1Cl)C1=NC2=CC(=CC=C2C=N1)N